4-(4-(4-(((3R,5R)-5-((1H-1,2,4-Triazol-1-yl)Methyl)-5-(2,4-Difluorophenyl)Tetrahydrofuran-3-yl)Methoxy)-3-Methylphenyl)Piperazin-1-yl)-N-(2,4-Difluorophenyl)Benzamide N1(N=CN=C1)C[C@@]1(C[C@@H](CO1)COC1=C(C=C(C=C1)N1CCN(CC1)C1=CC=C(C(=O)NC2=C(C=C(C=C2)F)F)C=C1)C)C1=C(C=C(C=C1)F)F